4-hydroxy-2,2,6,6-tetramethylpiperidinol OC1CC(N(C(C1)(C)C)O)(C)C